OB1OCC2=C1C=CC(=C2)OC2=CC=C(C#N)C=C2 4-[(1,3-dihydro-1-hydroxy-2,1-benzoxaborol-5-yl)oxy]benzonitrile